OC[C@H]1NC[C@H](N(C1)C(=O)OC(C)(C)C)C tert-Butyl (2R,5S)-5-(hydroxymethyl)-2-methylpiperazine-1-carboxylate